isopropyl 4-(3-chlorophenyl)-6-methyl-2-thioxo-1,2,3,4-tetrahydropyrimidine-5-carboxylate ClC=1C=C(C=CC1)C1NC(NC(=C1C(=O)OC(C)C)C)=S